CN1C[C@H]([C@@H](CC1)NC=1N=C(C(=NC1CC1=CC=C(C=C1)F)C(=O)O)C)C 5-((trans-1,3-dimethylpiperidin-4-yl)amino)-6-(4-fluorophenylmethyl)-3-methylpyrazine-2-carboxylic acid